Benzyl (2-(2-(2-(2-((6-methoxy-2-methyl-4-oxo-3,4-dihydroquinazolin-7-yl)-oxy)ethoxy)ethoxy)ethoxy)ethyl)carbamate COC=1C=C2C(NC(=NC2=CC1OCCOCCOCCOCCNC(OCC1=CC=CC=C1)=O)C)=O